1-(9Z-hexadecenoyl)-2-(9Z-heptadecenoyl)-glycero-3-phosphoserine CCCCCCC/C=C\CCCCCCCC(=O)O[C@H](COC(=O)CCCCCCC/C=C\CCCCCC)COP(=O)(O)OC[C@@H](C(=O)O)N